1,2,4-triazolo[3,4-f]-1,2,4-triazine N=1N=CN2N=CN=CC21